ethyl 3-[1-methyl-4-[[2-(2-morpholinoethoxy)phenyl]methyl]pyrazol-3-yl]-3-oxo-propanoate CN1N=C(C(=C1)CC1=C(C=CC=C1)OCCN1CCOCC1)C(CC(=O)OCC)=O